BrC=1C(=C(C=NC1)[C@H]1N([C@H](CC1)CO)C(=O)OC(C)(C)C)O tert-butyl (2S,5R)-2-(5-bromo-4-hydroxypyridin-3-yl)-5-(hydroxymethyl)pyrrolidine-1-carboxylate